N,N'-bis(2-furylmethyl)oxamide O1C(=CC=C1)CNC(=O)C(=O)NCC=1OC=CC1